2-bromo-6-fluoro-3,4-dimethylbenzaldehyde BrC1=C(C=O)C(=CC(=C1C)C)F